(4-(((((1S,4S)-4-((2-Methoxybenzamido)methyl)-4-(thiophen-2-yl)cyclohexyl)oxy)carbonyl)amino)butyl)triphenylphosphonium iodide [I-].COC1=C(C(=O)NCC2(CCC(CC2)OC(=O)NCCCC[P+](C2=CC=CC=C2)(C2=CC=CC=C2)C2=CC=CC=C2)C=2SC=CC2)C=CC=C1